N-({4-[2-(2-aminopyridin-3-yl)-5-cyclopropoxyimidazo[4,5-b]pyridin-3-yl]phenyl}methyl)-2-(4-formyl-3-hydroxyphenyl)acetamide NC1=NC=CC=C1C1=NC=2C(=NC(=CC2)OC2CC2)N1C1=CC=C(C=C1)CNC(CC1=CC(=C(C=C1)C=O)O)=O